2-((3S,4R)-3-aminotetrahydro-2H-pyran-4-yl)-5-chloro-7-((thiophen-2-ylmethyl)amino)thieno[3,2-b]pyridine-3-carbonitrile trifluoroacetate FC(C(=O)O)(F)F.N[C@@H]1COCC[C@H]1C1=C(C2=NC(=CC(=C2S1)NCC=1SC=CC1)Cl)C#N